FC1(CN(CCC12COC1=C3CN(C(C3=CC=C12)=O)C1C(NC(CC1)=O)=O)CC1=CC(=CC=C1)C=1C=NN(C1)C)F 3-(3',3'-difluoro-1'-(3-(1-methyl-1H-pyrazol-4-yl)benzyl)-6-oxo-6,8-dihydro-2H,7H-spiro[furo[2,3-e]isoindole-3,4'-piperidin]-7-yl)piperidine-2,6-dione